C1(=CC=CC2=CC=CC=C12)S 1-Naphthalenethiol